OC1=C(C=C(C=C1)CCC(CC(CCC1=CC(=C(C=C1)O)OC)=O)=O)OC 1,7-Bis(4-hydroxy-3-methoxyphenyl)heptan-3,5-dione